ClC=1C=CC(=C(C(=O)NC=2C=C3N=CC(=NC3=CC2)C)C1)O 5-chloro-2-hydroxy-N-(2-methylquinoxalin-6-yl)benzamide